2-Bromo-4-aminobenzonitrile BrC1=C(C#N)C=CC(=C1)N